(R)-2-((4-((5-((3S,4S)-4-amino-3-methyl-2-oxa-8-azaspiro[4.5]dec-8-yl)pyrazin-2-yl)thio)-3-chloropyridin-2-yl)amino)-8-cyclopentyl-7-ethyl-5-methyl-7,8-dihydropterin N[C@@H]1[C@@H](OCC12CCN(CC2)C=2N=CC(=NC2)SC2=C(C(=NC=C2)N[C@]2(NC=1N(C(CN(C1C(N2)=O)C)CC)C2CCCC2)N)Cl)C